C1(CC1)C=1C=C(C=CC1OC)C1CCC2(CNC2)CC1 7-(3-Cyclopropyl-4-methoxyphenyl)-2-azaspiro[3.5]nonan